C(C1=CC=CC=C1)OC=1C=CC2=C(C(=C(S2)C(F)F)C(=O)NC)C1 5-(benzyloxy)-2-(difluoromethyl)-N-methyl-1-benzothiophene-3-carboxamide